C(C)(=O)NC1=C(C2=C([C@H](N([C@@H](C2)C)C(=O)OC(C)(C)C)C)S1)C=1SC2=C(C=NC=C2)N1 tert-butyl (5R,7R)-2-acetamido-5,7-dimethyl-3-(thiazolo[4,5-c]pyridin-2-yl)-4,7-dihydrothieno[2,3-c]pyridine-6(5H)-carboxylate